3-ethylsulfonyl-2-[1-(2,2,3,3,3-pentafluoropropyl)pyrazolo[3,4-c]pyridin-5-yl]quinoline C(C)S(=O)(=O)C=1C(=NC2=CC=CC=C2C1)C=1C=C2C(=CN1)N(N=C2)CC(C(F)(F)F)(F)F